FC1=C(C=CC(=C1)I)F 1,2-difluoro-5-iodobenzene